CN(C1=CC=C(C(=O)OCC)C=C1)C ethyl 4-Dimethylaminobenzoate